O=C1C=2N(C[C@H]3O[C@@H]4CC[C@H](N31)C4)C=C(C(C2[O-])=O)C(NCC2=C(C=C(C=C2F)F)F)=O (2R,5S,13aR)-7,9-dioxo-10-((2,4,6-trifluorobenzyl) carbamoyl)-2,3,4,5,7,9,13,13a-octahydro-2,5-methanopyrido[1',2':4,5]pyrazino[2,1-b][1,3]oxazepin-8-olate